NC=1C=2N(C3=CC(=CC=C3N1)C(=O)N(C1CC1)C1COC3=C1C=CC(=C3)Br)C=NC2 4-amino-N-(6-bromo-2,3-dihydrobenzofuran-3-yl)-N-cyclopropyl-imidazo[1,5-a]quinoxaline-8-carboxamide